3-sulfophenylboric acid S(=O)(=O)(O)C=1C=C(C=CC1)OB(O)O